FC(C1=NN2C(CNCC2)=N1)(F)F 2-(trifluoromethyl)-5,6,7,8-tetrahydro-[1,2,4]triazolo(1,5-a)pyrazine